COC1=C(C=CC(=C1)OC)CNC1=NN=C(C2=CC(=CC=C12)C1=C(C=CC(=C1)B1OC(C(O1)(C)C)(C)C)NC(CC(C)C)=O)C N-[2-[1-[(2,4-dimethoxyphenyl)methylamino]-4-methylphthalazin-6-yl]-4-(4,4,5,5-tetramethyl-1,3,2-dioxaborolan-2-yl)phenyl]-3-methylbutanamide